C(C)OC(=O)C=1N=C2N(C(=NC(=C2Br)C2=CC=CC=C2)NCC2=C(C=C(C=C2)OC)OC)C1 8-bromo-5-(2,4-dimethoxybenzylamino)-7-phenylimidazo[1,2-c]pyrimidine-2-carboxylic acid ethyl ester